ClC1=CC=C(\C=N\NC(COC2=CC=CC=3CC(OC32)(C)C)=O)C=C1 (E)-N'-(4-chlorobenzylidene)-2-((2,2-dimethyl-2,3-dihydrobenzofuran-7-yl)oxy)acethydrazide